C(C)(C)(C)OC(=O)N[C@H](C(=O)OC)C[C@H]1C(NC2=C(O1)C=C(C(=C2)F)F)=O methyl (S)-2-((tert-butoxycarbonyl)amino)-3-((S)-6,7-difluoro-3-oxo-3,4-dihydro-2H-benzo[b][1,4]oxazin-2-yl)propanoate